tert-butyl 2-oxo-3-(2-oxoethyl)piperidine-1-carboxylate O=C1N(CCCC1CC=O)C(=O)OC(C)(C)C